(5-(cyclohexylethynyl)-2-(piperidin-1-yl)phenyl)-6-oxo-4-(trifluoromethyl)-1,6-dihydropyridine-3-carboxamide C1(CCCCC1)C#CC=1C=CC(=C(C1)N1C=C(C(=CC1=O)C(F)(F)F)C(=O)N)N1CCCCC1